ClC1=C(C=C(C=C1)Cl)S(=O)(=O)NC1=C(C(=C(C=C1)F)C=1C=C2C=NC(=NC2=CC1)N[C@@H](CO)C)F 2,5-dichloro-N-[2,4-difluoro-3-(2-{[(2R)-1-hydroxypropan-2-yl]amino}quinazolin-6-yl)phenyl]benzene-1-sulfonamide